2,6-dibromo-4-fluorobenzo[d]Thiazole BrC=1SC2=C(N1)C(=CC(=C2)Br)F